ClC=1C=CC(=C(C(=O)NC2=C(C=C(C(=C2)Cl)C(C#N)C2=CC=C(C=C2)Cl)C)C1)OC 5-chloro-N-(5-chloro-4-((4-chlorophenyl)(cyano)methyl)-2-methylphenyl)-2-methoxybenzamide